ClC=1C=CC(=C(C1)C1=CC(=C(N=N1)SCCO)NC1=CC(=NC=C1)NC(=O)C1CC(C1)N1CCC(CC1)OC)F N-(4-{[6-(5-chloro-2-fluorophenyl)-3-[(2-hydroxyethyl)sulfanyl]pyridazin-4-yl]amino}pyridin-2-yl)-3-(4-methoxypiperidin-1-yl)cyclobutane-1-carboxamide